cis-6-octadecene CCCCC\C=C/CCCCCCCCCCC